FC(C1=NN=C(O1)C1=CC=C(CN(S(=O)(=O)CCN2[C@@H](CCC2)CO)C2=CC=CC=C2)C=C1)F (S)-N-(4-(5-(difluoromethyl)-1,3,4-oxadiazol-2-yl)benzyl)-2-(2-(hydroxymethyl)pyrrolidin-1-yl)-N-phenylethane-1-sulfonamide